(1-Pyrimidin-5-yl-azetidin-3-yl)-acetic acid ethyl ester C(C)OC(CC1CN(C1)C=1C=NC=NC1)=O